ethyl 2-(5-(2-(dimethylamino)ethyl)-3-fluoro-2-oxopyridin-1(2H)-yl)-4-methylpentanoate CN(CCC=1C=C(C(N(C1)C(C(=O)OCC)CC(C)C)=O)F)C